OC1(CCN(CC1)C(=O)[C@H]1[C@@H](OCCC1)C1=CC=CC=C1)CC=1NC(C2=C(N1)N(C=C2)C2=CC=CC=C2)=O [4-hydroxy-1-[(trans-2-phenyltetrahydropyran-3-carbonyl)-4-piperidyl]methyl]-7-phenyl-pyrrolo[2,3-d]pyrimidin-4-one